Tert-butyl (S)-2-(3-(1-octyl-1H-indol-4-yl)-1,2,4-oxadiazol-5-yl)pyrrolidine-1-carboxylate C(CCCCCCC)N1C=CC2=C(C=CC=C12)C1=NOC(=N1)[C@H]1N(CCC1)C(=O)OC(C)(C)C